FS(C=1C=C(C=C(C1)C(F)(F)F)C1=NNC=N1)(F)(F)(F)F 3-(3-(pentafluorosulfanyl)-5-(trifluoromethyl)phenyl)-1H-1,2,4-triazole